tetrahydro-1H-pyrido[2,1-f]pyrrolo[1,2-b][1,2,4]triazine C1CCC2N1N1C(=CN2)C=CC=C1